C(CC(=O)O)/C=C\\C/C=C\\C/C=C\\C=C\\[C@@H](C/C=C\\C/C=C\\CCO)O The molecule is a dihydroxydocosahexaenoic acid that is (4Z,7Z,10Z,12E,16Z,19Z)-docosahexaenoic acid in which the two hydroxy substituents are located at the 14R- and 22-positions. It has a role as an anti-inflammatory agent and a human xenobiotic metabolite. It is an omega-hydroxy fatty acid, a dihydroxydocosahexaenoic acid and a secondary allylic alcohol. It is a conjugate acid of a (4Z,7Z,10Z,12E,14R,16Z,19Z)-14,22-dihydroxydocosahexaenoate. It is an enantiomer of a (4Z,7Z,10Z,12E,14S,16Z,19Z)-14,22-dihydroxydocosahexaenoic acid.